OC=1C2=C(N=C(N1)OC1=CC=C(C=C1)N(C=1C=C(C#N)C=CC1)C)C=NC=C2 3-{[4-(4-hydroxy-pyrido[3,4-d]pyrimidin-2-yloxy)-phenyl]-methyl-amino}-benzonitrile